C(C)OC1=NC=CC(=C1)CN([C@@H]1CN(CCC1)C1=NC=CN=C1)CC1=CN2C3=C(C(=C(C=C3C1=O)F)F)OCC2 (S)-6-((((2-ethoxypyridin-4-yl)methyl)(1-(pyrazin-2-yl)piperidin-3-yl)amino)methyl)-9,10-difluoro-2,3-dihydro-7H-[1,4]oxazino[2,3,4-ij]quinolin-7-one